methyl 4-(2-chlorobenzoyl)hept-6-enoate ClC1=C(C(=O)C(CCC(=O)OC)CC=C)C=CC=C1